FC(C1=CC=C(C=C1)N1N=C(C2=CC=CC=C12)C(=O)N1CC(CC1)C(C(=O)N)=C)(F)F (1-(1-(4-(trifluoromethyl)phenyl)-1H-indazole-3-carbonyl)pyrrolidin-3-yl)acrylamide